O[C@H]([C@H](C)O)C1=CC(=NC(=C1)C1=CC=C(C=C1)OC1=CC=C(C=C1)F)C(=O)N 4-((1S,2S)-1,2-dihydroxypropyl)-6-(4-(4-fluorophenoxy)phenyl)picolinamide